tert-butyl (S)-(((tert-butoxycarbonyl)imino)(3-(3-(4-decylphenyl)-1,2,4-oxadiazol-5-yl)piperidin-1-yl)methyl)carbamate C(C)(C)(C)OC(=O)N=C(N1C[C@H](CCC1)C1=NC(=NO1)C1=CC=C(C=C1)CCCCCCCCCC)NC(OC(C)(C)C)=O